3-(6-methyl-3-pyridyl)-5-(trifluoromethyl)-1,2,4-oxadiazole CC1=CC=C(C=N1)C1=NOC(=N1)C(F)(F)F